3-Ethyl-4-(4-bromo-3-isopropyl-1H-pyrazolo[3,4-b]pyridin-1-yl)benzonitrile C(C)C=1C=C(C#N)C=CC1N1N=C(C=2C1=NC=CC2Br)C(C)C